C(C1=CC=CC=C1)OCC1CCC(CC1)C(=O)NC1=C(C=C(C=C1)Br)I 4-(benzyloxymethyl)-N-(4-bromo-2-iodo-phenyl)cyclohexanecarboxamide